3-(imidazo[1,2-b]pyridazin-3-ylethynyl)-4-methyl-N-(4-(4-(piperidin-4-yl)piperazin-1-yl)-3-(trifluoromethyl)phenyl)benzamide N=1C=C(N2N=CC=CC21)C#CC=2C=C(C(=O)NC1=CC(=C(C=C1)N1CCN(CC1)C1CCNCC1)C(F)(F)F)C=CC2C